CC1(CC=2N3CCN(C(C3=CC2C1)=O)C=1C(=C(C=C(C1)F)C1=NC=NC=C1OC[C@H]1N(CCC1)C(=O)OC(C)(C)C)C)C tert-butyl (2S)-2-({[4-(3-{4,4-dimethyl-9-oxo-1,10-diazatricyclo[6.4.0.0^{2,6}]dodeca-2(6),7-dien-10-yl}-5-fluoro-2-methylphenyl)pyrimidin-5-yl]oxy}methyl)pyrrolidine-1-carboxylate